2-(2-(piperidin-4-yloxy)-5-(trifluoromethyl)phenyl)thiazole tert-butyl-3-(5-(2-hydroxy-7-azaspiro[3.5]nonan-7-yl)pyrimidin-2-yl)isoxazole-5-carboxylate C(C)(C)(C)OC(=O)C1=CC(=NO1)C1=NC=C(C=N1)N1CCC2(CC(C2)O)CC1.N1CCC(CC1)OC1=C(C=C(C=C1)C(F)(F)F)C=1SC=CN1